2-chloro-5-((1S,2S)-2-(6-(2,4-dimethoxypyrimidin-5-yl)imidazo[1,2-b]pyridazin-8-yl)cyclopropyl)benzonitrile ClC1=C(C#N)C=C(C=C1)[C@@H]1[C@H](C1)C=1C=2N(N=C(C1)C=1C(=NC(=NC1)OC)OC)C=CN2